C(C1=C(C=CC2=CC=CC=C12)O)C1=C(C=CC2=CC=CC=C12)O 1,1'-methylenebis(naphthalene-2-ol)